3-(4-(sec-butoxy)phenyl)-2-methylpropanal C(C)(CC)OC1=CC=C(C=C1)CC(C=O)C